[Cl-].C(CCC)[N+]1(CCCCC1)C 1-butyl-1-methyl-piperidinium chloride